CC1=NNC=C1C(=O)[O-] 3-methyl-1H-pyrazole-4-carboxylate